O=C1CC(C1)C(=O)N=[N+]=[N-] 3-Oxocyclobutane-1-carbonyl azide